6-(2-fluoro-4-hydroxy-3-methylphenyl)-5-methyl-4,5-dihydro-2H-pyridazin-3-one FC1=C(C=CC(=C1C)O)C=1C(CC(NN1)=O)C